CC1=NC(=CC(=N1)N[C@@H](C)C1=CC(=CC=C1)OC)C1=CC(=C(C=C1)C)OC 2-methyl-6-[4-methyl-3-(methyloxy)phenyl]-N-{(1S)-1-[3-(methyloxy)phenyl]ethyl}pyrimidin-4-amine